2-ethyl-N'-(((S)-2-fluoro-1,2,3,5,6,7-hexahydro-s-indacen-4-yl)carbamoyl)-2-methyl-2,3-dihydropyrazolo[5,1-b]oxazole-7-sulfonimidamide C(C)C1(CN2C(O1)=C(C=N2)S(=O)(N)=NC(NC2=C1C[C@H](CC1=CC=1CCCC21)F)=O)C